[Na+].FC(C(=O)[O-])(C(C(C(C(C(C(F)(F)F)(F)F)(F)F)(F)F)(F)F)(F)F)F perfluorooctanoate sodium salt